FC=1C=C2C(=C(NC2=CC1)C(=O)OCC(C)C)C=1N=NN(C1)CC1CCN(CC1)CCNS(=O)(=O)C1=CC2=CC=CC=C2C=C1 Isobutyl 5-fluoro-3-(1-((1-(2-(naphthalen-2-sulfonamido)ethyl)piperidin-4-yl)methyl)-1H-1,2,3-triazol-4-yl)-1H-indol-2-carboxylat